2-(Benzyloxy)ethan-1-ol C(C1=CC=CC=C1)OCCO